(S)-N-(2-((R)-cyclopropanecarboxamido(4-isopropylphenyl)methyl)phenyl)azetidine-2-carboxamide C1(CC1)C(=O)N[C@@H](C1=C(C=CC=C1)NC(=O)[C@H]1NCC1)C1=CC=C(C=C1)C(C)C